4-((5-(3,4-difluorophenyl)pyridin-3-yl)oxy)-6-((4-(methylsulfonyl)piperazin-1-yl)methyl)picolinonitrile FC=1C=C(C=CC1F)C=1C=C(C=NC1)OC1=CC(=NC(=C1)CN1CCN(CC1)S(=O)(=O)C)C#N